FC(C1=C(OC2=CC=C(C=C2)C(C(F)(F)F)C(F)(F)F)C=CC(=C1)N)(F)F 2-[4-(2-trifluoromethyl-4-aminophenoxy)phenyl]hexafluoropropane